tert-Butyl 2-(3-(benzylamino)cyclobutane-1-carboxamido)-3-(6-bromobenzo[d]thiazol-2-yl)-4,7-dihydrothieno[2,3-c]pyridine-6(5H)-carboxylate C(C1=CC=CC=C1)NC1CC(C1)C(=O)NC1=C(C2=C(CN(CC2)C(=O)OC(C)(C)C)S1)C=1SC2=C(N1)C=CC(=C2)Br